C(C1=CC=CC=C1)N1[C@H](C[C@]2(C[C@H]1C=1N=NN(C1)C)C(N(C1=CC=C(C=C12)Cl)CC1=CC=C(C=C1)OC)=O)C (2'S,3R,6'S)-1'-benzyl-5-chloro-1-[(4-methoxyphenyl)methyl]-2'-methyl-6'-(1-methyltriazol-4-yl)spiro[indoline-3,4'-piperidine]-2-one